1,2,3,6-tetrahydro-3-methylphthalic anhydride CC1C2C(C(=O)OC2=O)CC=C1